P(=O)(=O)[Se]P(=O)=O.[Mn] manganese phosphoselenide